[Cl-].[NH4+].[Pd] palladium (ammonium) chloride